NC1=CC2=CN(N=C2C=C1C(C)(C)O)C12CC(C1)(C2)N2CCN(CC2)C(=O)OC(C)(C)C tert-butyl 4-(3-(5-amino-6-(2-hydroxypropan-2-yl)-2H-indazol-2-yl)bicyclo[1.1.1]pentan-1-yl)piperazine-1-carboxylate